Methyl 2-((ethoxycarbonothioyl)carbamoyl)benzoate C(C)OC(=S)NC(=O)C1=C(C(=O)OC)C=CC=C1